1,3-dihydrofuro[3,4-c]quinoline-8-carboxamide C1OCC=2C=NC=3C=CC(=CC3C21)C(=O)N